IC=1C(=C(C(=C2C(OC(=O)C12)S(=O)(=O)O)I)I)I.BrC=1C(=C(C(=C(C1)O)Br)Br)Br tetrabromophenol tetraiodosulfophthalide salt